C(C)(C)(C)OC(N(CC(C1=CC(=CC=C1)OC)O)C1(CC1)CC#N)=O.FC1=CC=C(C(=C1)N1CCN(CC1)CC(C)(C)O)F 2,5-difluoro-4-(4-(2-hydroxy-2-methylpropyl)piperazin-1-yl)benzene tert-butyl-(1-(cyanomethyl)cyclopropyl)(2-hydroxy-2-(3-methoxyphenyl)ethyl)carbamate